[Si](C)(C)(C(C)(C)C)OCC1=CC(=NC=N1)N 6-(((tert-butyldimethylsilyl)oxy)methyl)pyrimidin-4-amine